C(#N)C=1C2=C(SC1NC([O-])=O)C(=CC=C2C2=C(C=C1C(=NC(=NC1=C2F)OC[C@]21CCCN1C[C@@H](C2)F)SC)C(F)(F)F)F (3-cyano-7-fluoro-4-(8-fluoro-2-(((2R,7aS)-2-fluorotetrahydro-1H-pyrrolizin-7a(5H)-yl)methoxy)-4-(methylthio)-6-(trifluoromethyl)quinazolin-7-yl)benzo[b]thiophen-2-yl)carbamate